C[Si](CCCCCC[Si](C)(C)C)(C)C 1,6-bis(trimethylsilyl)hexane